Methyl 3-hydroxy-4-(4-(trifluoromethyl)-1H-imidazol-2-yl)benzoate OC=1C=C(C(=O)OC)C=CC1C=1NC=C(N1)C(F)(F)F